ClC=1C(=C(NC=2C3=C(N=CN2)C=CC(=N3)O[C@@H]3CN(CC3)C(=O)OC(C)(C)C)C=CC1O)F tert-butyl (3S)-3-[4-(3-chloro-2-fluoro-4-hydroxy-anilino)pyrido[3,2-d]pyrimidin-6-yl]oxypyrrolidine-1-carboxylate